NC1=C(C=C(C=C1)C1=CC=C(C=C1)F)NC(C1=CC=C(C=C1)S(=O)(=N)C1=NC=CN=C1)=O N-[2-amino-5-(4-fluorophenyl)phenyl]-4-(pyrazin-2-ylsulfonimidoyl)benzamide